sodium naphthalenetricarboxylic acid C1(=C(C(=CC2=CC=CC=C12)C(=O)O)C(=O)O)C(=O)O.[Na]